C(C)(C)(C)OC(=O)N1CCN(CC1)CCN1C(=C(C2=CC=C(C(=C12)C=1C(=NN(C1C)C)C)Cl)CCCOC1=CC=CC2=CC=CC=C12)C(=O)OC(C)(C)C tert-butyl 1-(2-(4-(tert-butoxycarbonyl)piperazin-1-yl)ethyl)-6-chloro-3-(3-(naphthalen-1-yloxy)propyl)-7-(1,3,5-trimethyl-1H-pyrazol-4-yl)-1H-indole-2-carboxylate